C(C(=C)C)(=O)OCCCCCO[Si](OCC)(OCC)C(=O)O 3-methacryloxypropyl-carboxyl-triethoxysilane